1-(3-(2-aminoethyl)piperidin-1-yl)-2-(3-isopropyl-2-(2-methylpyridin-4-yl)-1H-indol-5-yl)-2-methylpropan-1-one NCCC1CN(CCC1)C(C(C)(C)C=1C=C2C(=C(NC2=CC1)C1=CC(=NC=C1)C)C(C)C)=O